C(\C=C(/C)\CCC=C(C)C)CC(=O)O.ClC=1C(=CC(=NC1)CC)C1=CC(=NN1)C(=O)N1CCC(CC1)C(=O)NCC1=CC(=CC=C1)Cl 1-[5-(5-chloro-2-ethylpyridin-4-yl)-1H-pyrazole-3-carbonyl]-N-[(3-chlorophenyl)methyl]piperidine-4-carboxamide geranyl-acetate